C(CCCCCCCCCCC)N[C@H]1[C@@H]([C@]2(C)[C@@H](C1)[C@@H]1CC=C3C[C@H](CC[C@]3(C)[C@H]1CC2)O)C(C)(C)O 16α-dodecylamino-17β-(1-hydroxy-1-methyl-ethyl)androsta-5-en-3β-ol